2-[[(2-methyl-4-thiazolyl)methyl]thio]-N-[2-(2-pyrazinylamino)ethyl]-benzamide CC=1SC=C(N1)CSC1=C(C(=O)NCCNC2=NC=CN=C2)C=CC=C1